tert.-Butyl-3-{[2-(6-isopropylpyridin-3-yl)imidazo[1,2-a]pyridin-3-yl]methyl}-3,8-diazabicyclo[3.2.1]octan-8-carboxylat C(C)(C)(C)OC(=O)N1C2CN(CC1CC2)CC2=C(N=C1N2C=CC=C1)C=1C=NC(=CC1)C(C)C